tert-butyl 7-(bromomethyl)-3,4-dihydroisoquinoline-2(1H)-carboxylate BrCC1=CC=C2CCN(CC2=C1)C(=O)OC(C)(C)C